N(=[N+]=[N-])CC(C(=O)O)(C)C 3-Azido-2,2-dimethylpropanoic acid